tert-butyl-(((2r,3s)-3-((tert-butyldimethylsilyl)oxy)-2,3-dihydrofuran-2-yl)methoxy)dimethylsilane C(C)(C)(C)[Si](C)(C)OC[C@H]1OC=C[C@@H]1O[Si](C)(C)C(C)(C)C